NC1=C2C(=NC=N1)N(N=C2C#CC2=CC1=C(NC(=N1)C)C=C2)[C@@H]2CN(CC2)C(C=C)=O (S)-1-(3-(4-amino-3-((2-methyl-1H-benzo[d]imidazol-5-yl)ethynyl)-1H-pyrazolo[3,4-d]pyrimidin-1-yl)pyrrolidin-1-yl)prop-2-en-1-one